C1(=CC=CC=C1)CCCCCCCCCCCCCCCCCC(=O)NCCN phenyloctadecanoyl-ethylenediamine